FC(S(=O)(=O)OC1=CC(=C2CCCNC2=C1)C1(CC1)NC(C1=C(C=CC(=C1)OC[C@H]1N(CC1)C)C)=O)(F)F (s)-5-(1-(2-Methyl-5-((1-methylazetidin-2-yl)methoxy)benzamido)cyclopropyl)-1,2,3,4-tetrahydroquinolin-7-yl trifluoromethanesulfonate